BrC=1C(NC(=NC1C1CCCC1)C=1C=NN(C1)C(C)C)=O 5-bromo-6-cyclopentyl-2-(1-isopropyl-1H-pyrazol-4-yl)-4(3H)-pyrimidinone